N-(1-(2-chloro-7-methylthieno[3,2-d]pyrimidin-4-yl)piperidin-4-yl)-2,2-dimethyl-3-phenylpropanamide ClC=1N=C(C2=C(N1)C(=CS2)C)N2CCC(CC2)NC(C(CC2=CC=CC=C2)(C)C)=O